heptynyl-p-ethylbenzeneoxyether C(#CCCCCC)C1=C(C=CC(=C1)CC)OOOC1=C(C=C(C=C1)CC)C#CCCCCC